(S)-4-amino-3-cyano-N-methyl-N-(6-(trifluoromethyl)-2,3-dihydrobenzofuran-3-yl)imidazo[1,5-a]quinoxaline-8-carboxamide NC=1C=2N(C3=CC(=CC=C3N1)C(=O)N([C@@H]1COC3=C1C=CC(=C3)C(F)(F)F)C)C=NC2C#N